3,3-difluoropropylene carbonate C1(OCC(C(F)F)O1)=O